tert-Butyl N-[1-(3,3-dimethylbutyl)-5-hydroxy-3-piperidyl]carbamate CC(CCN1CC(CC(C1)O)NC(OC(C)(C)C)=O)(C)C